BrC1=CC=C(C=C1)C=1N(C=C(N1)C1CC1)COCC[Si](C)(C)C 2-[[2-(4-bromophenyl)-4-cyclopropyl-imidazol-1-yl]methoxy]ethyl-trimethyl-silane